[C@@H]12CN(C[C@H]2C1)C1=CC=C(C=C1)[C@@H](C)N1N=CC2=C(C=CC(=C12)C(=O)NC1CC2(CC(C2)C(=O)O)C1)Cl |o1:12| (Sa)-6-(1-((R) or (S)-1-(4-((1R,5S)-3-azabicyclo[3.1.0]hexan-3-yl)phenyl)ethyl)-4-chloro-1H-indazole-7-carboxamido)spiro[3.3]heptane-2-carboxylic acid